[Na].C(C)(=O)C1C(C2(C(OC3=C2C(=C(C(=C3C(C)=O)O)C)O)=CC1=O)C)=O 2,6-diacetyl-7,9-dihydroxy-8,9b-dimethyldibenzofuran-1,3(2H,9bH)-dione monosodium salt